4-(((5-fluoro-2-((1-(2-hydroxyethyl)-1H-pyrazol-4-yl)amino)pyrimidin-4-yl)oxy)methyl)cyclohexan-1-ol FC=1C(=NC(=NC1)NC=1C=NN(C1)CCO)OCC1CCC(CC1)O